(2S)-N-{[4-(3,4-dichlorobenzyl)morpholin-2-yl]methyl}[4-(1H-tetrazol-5-yl)thiazol-2-ylsulfanyl]acetamide ClC=1C=C(CN2C[C@@H](OCC2)CNC(CSC=2SC=C(N2)C2=NN=NN2)=O)C=CC1Cl